3-methylquinoxalin CC=1C=NC2=CC=CC=C2N1